4-(6-bromoisochroman-8-yl)azetidine BrC=1C=C2CCOCC2=C(C1)C1CCN1